1-benzhydryl-4-methylpiperazine C(C1=CC=CC=C1)(C1=CC=CC=C1)N1CCN(CC1)C